butyl 3-((N-benzoyl-S-methylsulfonimidoyl)methyl)azetidine-1-carboxylate C(C1=CC=CC=C1)(=O)N=S(=O)(C)CC1CN(C1)C(=O)OCCCC